Cl.C(C1=CC=CC=C1)OC1=CC=C2C(=NC=NC2=C1)NC=1C(=CC(=C(C1)O)C)F 5-((7-Benzyloxyquinazolin-4-yl)amino)-4-fluoro-2-methyl-phenol hydrochloride